6-(ethylthio)-3-[(1-methyl-1,2,4-triazol-3-yl)methyl]-1-[(2,4,5-Trifluorophenyl)methyl]-1,3,5-triazine-2,4-dione C(C)SC1=NC(N(C(N1CC1=C(C=C(C(=C1)F)F)F)=O)CC1=NN(C=N1)C)=O